5-METHOXY-1-(PHENYLSULFONYL)-1H-PYRROLO[3,2-B]PYRIDIN-2-YLBORONIC ACID COC1=CC=C2C(=N1)C=C(N2S(=O)(=O)C2=CC=CC=C2)B(O)O